1,1'-bis((5-(2,6-diisopropylphenyl)-1H-pyrrol-2-yl)methyl)-2,2'-bipyrrolidine C(C)(C)C1=C(C(=CC=C1)C(C)C)C1=CC=C(N1)CN1C(CCC1)C1N(CCC1)CC=1NC(=CC1)C1=C(C=CC=C1C(C)C)C(C)C